CC1=CC=C(C=C1)C(=O)N2C(=S)N=C3N2C4=CC=CC=C4S3 The molecule is a triazolobenzothiazole that is [1,2,4]triazolo[5,1-b][1,3]benzothiazole substituted at positions 1 and 2 by 4-methylbenzoyl and thioxo groups respectively. It is a triazolobenzothiazole and a thiocarbonyl compound.